1-methyl-2,4-bis(prop-1-en-2-yl)-1-vinylcyclohexane CC1(C(CC(CC1)C(=C)C)C(=C)C)C=C